5-(2,4-ditert-butoxypyrimidin-5-yl)-1-methyl-3-[(1S)-2,2,2-trifluoro-1-(2-pyridyl)ethoxy]pyrazolo[3,4-c]pyridazine C(C)(C)(C)OC1=NC=C(C(=N1)OC(C)(C)C)C=1C=C2C(=NN1)N(N=C2O[C@H](C(F)(F)F)C2=NC=CC=C2)C